ClC1=CC(=C(C=C1)C(C(=O)C1=CNC2=CC=C(C=C12)C(F)(F)F)NC1=CC(=CC(=C1)S(=O)(=O)C)OC)OC 2-(4-chloro-2-methoxyphenyl)-2-((3-methoxy-5-(methylsulfonyl)phenyl)amino)-1-(5-(trifluoromethyl)-1H-indol-3-yl)ethanone